2-amino-4-methyl-N-((1-methyl-1H-1,2,4-triazol-3-yl)methyl)-N-((5-(trifluoromethyl)-2-pyridinyl)methyl)-6-quinolinecarboxamide NC1=NC2=CC=C(C=C2C(=C1)C)C(=O)N(CC1=NC=C(C=C1)C(F)(F)F)CC1=NN(C=N1)C